BrC1=C(C=CC=C1)OCCOC 1-bromo-2-(2-methoxyethoxy)benzene